C1(CCCC1)CN1N=C(N=C1)C(=O)NC1C(N(C=2N(CC1)N=C(C2)C2CC2)C)=O 1-(Cyclopentylmethyl)-N-(2-cyclopropyl-4-methyl-5-oxo-5,6,7,8-tetrahydro-4H-pyrazolo[1,5-a][1,3]diazepin-6-yl)-1H-1,2,4-triazol-3-carboxamid